C(CC=C)(=O)ONC(OCC(Cl)(Cl)Cl)=O 2,2,2-trichloroethyl (but-3-enoyloxy)carbamate